FC1=C2C(=NC=3N(C2=CC=C1F)C=NN3)C3CCNC1=C(O3)C(=CC=C1)C#CC(C(F)(F)F)(C)C (6,7-difluoro-[1,2,4]triazolo[4,3-a]quinazolin-5-yl)-9-(4,4,4-trifluoro-3,3-dimethylbut-1-yn-1-yl)-2,3,4,5-tetrahydrobenzo[b][1,4]oxazepine